3-[[1-[2-hydroxy-4-(trifluoromethyl)phenyl]pyrido[3,4-d]pyridazin-4-yl]amino]propane-1,2-diol OC1=C(C=CC(=C1)C(F)(F)F)C1=C2C(=C(N=N1)NCC(CO)O)C=NC=C2